methyl 3-(hydroxymethyl)-2-vinylbenzoate OCC=1C(=C(C(=O)OC)C=CC1)C=C